CC(C(C(=O)O)C1=CC(=NO1)C)C 3-methyl-2-(3-methylisoxazol-5-yl)butyric acid